O=C(CC(C#N)C#N)C1=CC=CC=C1 2-(2-oxo-2-phenylethyl)malononitrile